FC(C1=NN(C=C1[N+](=O)[O-])C1CCC(CC1)COCCN1N=CC2=CC(=CC=C12)B1OC(C(O1)(C)C)(C)C)F 1-[2-[[4-[3-(difluoromethyl)-4-nitro-pyrazol-1-yl]cyclohexyl]methoxy]ethyl]-5-(4,4,5,5-tetramethyl-1,3,2-dioxaborolan-2-yl)indazole